C(C)(C)(C)OC(=O)N1[C@@H](CCC1)COC=1N=C(C2=C(N1)CNCC2)OC.N2(N=NC1=C2C=CC=C1)CC1=C(C(=O)N)C=CC(=C1)OC1=C(C=CC=C1C(C)C)C(C)C (benzotriazol-1-ylmethyl)-4-(2,6-diisopropylphenoxy)benzamide tert-butyl-(2S)-2-[(4-methoxy-5,6,7,8-tetrahydropyrido[3,4-d]pyrimidin-2-yl)oxymethyl]pyrrolidine-1-carboxylate